tert-butyl 2-phenylpiperazine-1-carboxylate C1(=CC=CC=C1)C1N(CCNC1)C(=O)OC(C)(C)C